[4-[[3-[4-(difluoromethoxy)phenyl]imidazo[1,2-a]pyrazin-8-yl]amino]-2-methyl-phenyl]-[4-[2-[(dimethylamino)methyl]morpholine-4-carbonyl]piperazin-1-yl]methanone FC(OC1=CC=C(C=C1)C1=CN=C2N1C=CN=C2NC2=CC(=C(C=C2)C(=O)N2CCN(CC2)C(=O)N2CC(OCC2)CN(C)C)C)F